CN(C([O-])=O)[C@@H]1COCC1.C(CC)OC1=CC=C(C2=CC=CC=C12)[S+]1CCCC1 1-(4-n-propoxynaphthyl)tetrahydrothiophenium methyl((S)-tetrahydrofuran-3-yl)carbamate